C(C)(C)C1=CC(=NC=C1)C=1NC2=CC=C(C=C2C1)SC(C(=O)O)(C)C 2-((2-(4-Isopropylpyridin-2-yl)-1H-indol-5-yl)thio)-2-methylpropanoic acid